C(C1=CC=CC=C1)C1=CN=C(N1)[C@H](C)NC(=O)[C@H](CC(=O)N1[C@H](CCCC1)C)NC(=O)C1=NOC(=C1)C N-[(1S)-1-[[(1S)-1-(5-benzyl-1H-imidazol-2-yl)ethyl]carbamoyl]-3-[(2S)-2-methyl-1-piperidyl]-3-oxo-propyl]-5-methyl-isoxazole-3-carboxamide